3-(5-(((1R,2S)-2-(3-(1H-pyrazol-1-yl)azetidin-1-yl)cyclohexyl)oxy)-1-oxoisoindolin-2-yl)piperidine-2,6-dione N1(N=CC=C1)C1CN(C1)[C@@H]1[C@@H](CCCC1)OC=1C=C2CN(C(C2=CC1)=O)C1C(NC(CC1)=O)=O